O=C1NC(=NO1)C1=CC=C(C=C1C1=CC=C(C=C1)CN1C=NC=C1C(=O)N)C1=CC=CC=C1 (6'-(5-oxo-4,5-dihydro-1,2,4-oxadiazol-3-yl)-[1,1':3',1''-terphenyl-4-yl]methyl)-1H-imidazole-5-carboxamide